bis(1,1,1,15,15,15-hexafluoropentadecan-7-yl) 7,7'-((2-hydroxyethyl)-azanediyl)diheptanoate OCCN(CCCCCCC(=O)OC(CCCCCC(F)(F)F)CCCCCCCC(F)(F)F)CCCCCCC(=O)OC(CCCCCC(F)(F)F)CCCCCCCC(F)(F)F